5-[4-(2-fluoro-benzenesulfonyl)-piperazin-1-yl]-4-methyl-benzofuran-2-carboxylic acid FC1=C(C=CC=C1)S(=O)(=O)N1CCN(CC1)C=1C=CC2=C(C=C(O2)C(=O)O)C1C